(2S)-2-[4-bromo-2-(2,2-difluorocyclobutyl)phenoxy]propionic acid BrC1=CC(=C(O[C@H](C(=O)O)C)C=C1)C1C(CC1)(F)F